N-[(1R)-1-[3-amino-5-(trifluoromethyl)phenyl]ethyl]-1-[3-(5-methyltriazol-1-yl)phenyl]-6-oxo-pyridine-3-carboxamide NC=1C=C(C=C(C1)C(F)(F)F)[C@@H](C)NC(=O)C1=CN(C(C=C1)=O)C1=CC(=CC=C1)N1N=NC=C1C